4-(1-amino-3-hydroxy-2-oxocyclohexyl)-3-fluorobenzonitrile oxalate C(C(=O)O)(=O)O.NC1(C(C(CCC1)O)=O)C1=C(C=C(C#N)C=C1)F